6-(3-methoxyphenylsulfonyl)-2-((6-methoxypyridin-3-yl)methyl)phthalazin-1(2H)-one COC=1C=C(C=CC1)S(=O)(=O)C=1C=C2C=NN(C(C2=CC1)=O)CC=1C=NC(=CC1)OC